9-(((2S,3S,4S)-3-ethyl-4-fluoro-4-methyl-5-oxopyrrolidin-2-yl)methoxy)imidazo[1,2-a]quinoline-4-carboxamide C(C)[C@H]1[C@H](NC([C@@]1(C)F)=O)COC=1C=CC=C2C=C(C=3N(C12)C=CN3)C(=O)N